((2R,5R)-5-azidotetrahydro-2H-pyran-2-yl)((S)-1-(4-fluorophenyl)-3,4-dihydroisoquinolin-2(1H)-yl)methanone N(=[N+]=[N-])[C@@H]1CC[C@@H](OC1)C(=O)N1[C@H](C2=CC=CC=C2CC1)C1=CC=C(C=C1)F